5-((3-Amino-4-nitrophenyl)thio)-N-(6-fluoropyridin-3-yl)pyridin-3-amine NC=1C=C(C=CC1[N+](=O)[O-])SC=1C=C(C=NC1)NC=1C=NC(=CC1)F